ClC1=CC2=C(C(C3=C(N(S2(=O)=O)C)C=CC=C3)Cl)C=C1 3,11-Dichloro-6-methyl-6,11-dihydrodibenzo[c,f][1,2]thiazepine 5,5-dioxide